ClC1=C(C(=CC=C1)Cl)CC(=O)N1[C@H](C2=CC=CC(=C2C[C@@H]1CO)C=1C=NN(C1)CC)C 2-(2,6-Dichlorophenyl)-1-((1S,3R)-5-(1-ethyl-1H-pyrazol-4-yl)-3-(hydroxymethyl)-1-methyl-3,4-dihydroisochinolin-2(1H)-yl)ethan-1-on